N1CCCC[C@@]12CN(CCC2)C2=NC1=C(N2CC2=CC=C(C=N2)C#N)C=CC=C1 6-((2-((6R)-1,8-diazaspiro[5.5]undecan-8-yl)-1H-benzimidazol-1-yl)methyl)-3-pyridinecarbonitrile